4-cyclohexanedimethanol diisovalerate C(CC(C)C)(=O)OCC1CCC(CC1)COC(CC(C)C)=O